methyl 5-nitro-6-(trimethylstannyl)nicotinate [N+](=O)([O-])C=1C(=NC=C(C(=O)OC)C1)[Sn](C)(C)C